t-butanone C(C=O)(C)C